6-[[3-(4-methylpiperazin-1-yl)-1H-pyrazolo[3,4-b]pyridin-5-yl]methyl]-N-[5-(trifluoromethyl)-3-pyridyl]-5,7-dihydro-4H-thieno[2,3-c]pyridine-3-carboxamide CN1CCN(CC1)C1=NNC2=NC=C(C=C21)CN2CC1=C(CC2)C(=CS1)C(=O)NC=1C=NC=C(C1)C(F)(F)F